C(C)(=O)SC1CCC(CCC1)NC(=O)OC(C)(C)C S-(4-((tert-Butoxycarbonyl) amino) cycloheptyl) thioacetate